6-chloro-3-(cyanomethyl)-1H-indole-1-carboxylic acid tert-butyl ester C(C)(C)(C)OC(=O)N1C=C(C2=CC=C(C=C12)Cl)CC#N